tert-butyl 5-bromo-3-ethylsulfonyl-pyridine-2-carboxylate BrC=1C=C(C(=NC1)C(=O)OC(C)(C)C)S(=O)(=O)CC